(2S,4S)-2-((tert-butyloxycarbonyl)amino)-4-(2-cyanoethyl)pentanedioic acid dimethyl ester COC([C@H](C[C@@H](C(=O)OC)CCC#N)NC(=O)OC(C)(C)C)=O